BrC1=CC(=C(C=C1)P(C)(C)=O)NC (4-bromo-2-(methylamino)phenyl)dimethylphosphine oxide